2-Nitro-4-fluorophenol [N+](=O)([O-])C1=C(C=CC(=C1)F)O